C(CCCCCC)OC(CCCCCCCCCCC\C=C/CCO)OCCCCCCC (3Z)-16,16-diheptoxy-3-hexadecen-1-ol